N-tert-butoxycarbonyl-O-tert-butyl-L-seryl-O-tert-butyl-L-serine C(C)(C)(C)OC(=O)N[C@@H](COC(C)(C)C)C(=O)N[C@@H](COC(C)(C)C)C(=O)O